1-methyl-2,3-bis(trimethylsilyloxy)-1,3-cyclopentadiene CC1=C(C(=CC1)O[Si](C)(C)C)O[Si](C)(C)C